C(C)(C)(C)OC(N[C@@H](COC=1C(=C2C=C(N=CC2=CC1)C)Br)CC1=CC=CC=C1)=O (R)-(1-((5-bromo-3-methylisoquinolin-6-yl)oxy)-3-phenylpropan-2-yl)carbamic acid tert-butyl ester